2-(2-methyloxiran-2-yl)-5-nitropyridine CC1(OC1)C1=NC=C(C=C1)[N+](=O)[O-]